OC1(C=C(C=CC1(N)N)C1=CC=CC=C1)O 3,3-dihydroxy-4,4-biphenyldiamine